BrC1=C2C=CC=CC2=C(C2=CC=CC=C12)C1=CC2=C(C3=C(O2)C=C2C=CC=CC2=C3)C=C1 3-(10-bromoanthracen-9-yl)naphtho[2,3-b]benzofuran